5-[4-(7,7-Difluoro-5-azaspiro[2.4]heptan-5-yl)furo[2,3-d]pyrimidin-6-yl]-1H-pyrimidine-2,4-dione FC1(CN(CC12CC2)C=2C1=C(N=CN2)OC(=C1)C=1C(NC(NC1)=O)=O)F